ClC=1C=C(C(=NC1)OC)S(=O)(=O)NC1=C(C(=C(C=C1)F)C=1C=CC=2N(C1)C=NC2C2=NN=C(N2)C(F)(F)F)F 5-chloro-N-(2,4-difluoro-3-[1-[5-(trifluoromethyl)-4H-1,2,4-triazol-3-yl]imidazo[1,5-a]pyridin-6-yl]phenyl)-2-methoxypyridine-3-sulfonamide